4-[2-(cyclopropylmethoxy)-5-methylsulfonylphenyl]-2-methyl-6-(1-methylpyrazol-4-yl)isoquinolin-1-one C1(CC1)COC1=C(C=C(C=C1)S(=O)(=O)C)C1=CN(C(C2=CC=C(C=C12)C=1C=NN(C1)C)=O)C